tert-butyl (S)-4-((4-(3-(2-(benzyloxy)-6-hydroxypyridin-3-yl)-1-methyl-1H-indazol-7-yl) piperazin-1-yl) methyl)-3,3-dimethylpiperidine-1-carboxylate C(C1=CC=CC=C1)OC1=NC(=CC=C1C1=NN(C2=C(C=CC=C12)N1CCN(CC1)C[C@@H]1C(CN(CC1)C(=O)OC(C)(C)C)(C)C)C)O